methyl 2-(4-bromo-2-fluorobenzyl)-1-(2-methoxyethyl)-1H-benzo[d]imidazole-6-carboxylate BrC1=CC(=C(CC2=NC3=C(N2CCOC)C=C(C=C3)C(=O)OC)C=C1)F